FC1=C(C=C(C(=C1[N+](=O)[O-])C)F)C1=NOC(=N1)C1CN(C1)C(=O)OC methyl 3-(3-(2,5-difluoro-4-methyl-3-nitrophenyl)-1,2,4-oxadiazol-5-yl)azetidine-1-carboxylate